C(CCC(=O)OC(C)C)(=O)OC(C)C.[Na] sodium diisopropyl succinate